(R)-3-hydroxy-1-methyl-3-(3-(3-(trimethylstannyl)phenyl)isoxazol-5-yl)pyrrolidin-2-one O[C@@]1(C(N(CC1)C)=O)C1=CC(=NO1)C1=CC(=CC=C1)[Sn](C)(C)C